(3E)-16,16-dipropoxy-3-hexadecen-1-ol C(CC)OC(CCCCCCCCCCC/C=C/CCO)OCCC